3-cyclopropyl-N6,N8-bis(3-methoxypropyl)-[1,2,4]triazolo[4,3-b]pyridazine-6,8-diamine C1(CC1)C1=NN=C2N1N=C(C=C2NCCCOC)NCCCOC